(R)-2-methyl-N-[(1R)-1-(6-methyl-2-morpholino-4-oxo-3H-quinazolin-8-yl)ethyl]propane-2-sulfinamide CC(C)(C)[S@@](=O)N[C@H](C)C=1C=C(C=C2C(NC(=NC12)N1CCOCC1)=O)C